trihydroxy-7,8-dimethoxy-flavanone OC1(C(OC2=C(C(=CC=C2C1=O)OC)OC)(C1=CC=CC=C1)O)O